OC=1OC2=CC=CC=C2C(C1C1=CC(=C(C=C1)F)NC)=O hydroxy-3'-methylamino-4'-fluoroisoflavone